3,5-ditrifluoromethylbenzenesulfonate FC(C=1C=C(C=C(C1)C(F)(F)F)S(=O)(=O)[O-])(F)F